ClC1=CC(=C(COC2=CC=CC(=N2)N2[C@@H]3[C@H](N(CC2)CC2=NC4=C(N2C[C@H]2OCC2)C=C(C=C4F)C(=O)O)COC3)C=C1)F |o1:14,15| 2-(((4aR*,7aS*)-4-(6-((4-Chloro-2-fluorobenzyl)oxy)pyridin-2-yl)hexahydrofuro[3,4-b]pyrazin-1(2H)-yl)methyl)-4-fluoro-1-(((S)-oxetan-2-yl)methyl)-1H-benzo[d]imidazole-6-carboxylic acid